C[Ti]OC methylmethoxytitanium